5-(Benzyloxy)-8-methyl-2-(2-methyl-1-benzofuran-3-yl)quinoline C(C1=CC=CC=C1)OC1=C2C=CC(=NC2=C(C=C1)C)C1=C(OC2=C1C=CC=C2)C